N-(7-benzyl-7-azaspiro[3.5]nonan-2-yl)-3,3-dimethyl-2,3-dihydro-1H-pyrrolo[3,2-b]pyridine-1-carboxamide C(C1=CC=CC=C1)N1CCC2(CC(C2)NC(=O)N2CC(C3=NC=CC=C32)(C)C)CC1